N-prop-2-ynyl-1H-tetrazole C(C#C)N1N=NN=C1